BrC1=C(C(=O)OC)C=CC(=C1)I methyl 2-bromo-4-iodo-benzoate